(S)-tert-butyl 1-(5-(N,N-dimethylsulfamoyl)naphthalen-1-ylamino)-1-oxo-3-phenylpropan-2-ylcarbamate CN(S(=O)(=O)C1=C2C=CC=C(C2=CC=C1)NC([C@H](CC1=CC=CC=C1)NC(OC(C)(C)C)=O)=O)C